6-chloro-4-[4-[(4-chlorophenyl)methyl]-4-hydroxy-1-piperidyl]-1-methyl-2-oxo-1,5-naphthyridine-3-carbonitrile ClC=1N=C2C(=C(C(N(C2=CC1)C)=O)C#N)N1CCC(CC1)(O)CC1=CC=C(C=C1)Cl